[Ethylenebis(oxyethylene)] bis[3-(3-tert-butyl-4-hydroxy-5-methylphenyl)propionate] C(C)(C)(C)C=1C=C(C=C(C1O)C)CCC(=O)OCCOCCOCCOC(CCC1=CC(=C(C(=C1)C)O)C(C)(C)C)=O